1-(3,5-difluorophenyl)-5,5-difluoro-3-(methylsulfonyl)-4,5,6,7-tetrahydro-1H-indol-4-ol FC=1C=C(C=C(C1)F)N1C=C(C=2C(C(CCC12)(F)F)O)S(=O)(=O)C